C(#N)C1=CC(=CN=N1)[C@H]1N(OCC1)C(=O)C1CCN(CC1)C1=NC=CC(=N1)C(=O)N 2-[4-[(3S)-3-(6-Cyanopyridazin-4-yl)isoxazolidine-2-carbonyl]-1-piperidyl]pyrimidine-4-carboxamide